C(CCC)C1=CC(=C(C=C1Cl)CC(CC)N)OC 1-(4-butyl-5-chloro-2-methoxyphenyl)butan-2-amine